NC1=NC=NN2C1=C(N=C2C2CCC(CC2)N2CCN(CC2)C(=O)OC(C)(C)C)C2=CC=C(C=C2)OC2=CC=CC=C2 tert-butyl 4-((1r,4r)-4-(4-amino-5-(4-phenoxyphenyl)imidazo[5,1-f][1,2,4]triazin-7-yl)cyclohexyl)piperazine-1-carboxylate